C(C)(=O)[O-].C(C)[Al+2].C(C)(=O)[O-] ethyl-aluminium acetate